FC=1C=C(C=C(C(=O)Cl)C1)C(=O)Cl 5-fluoroisophthalic acid chloride